N-((2R,3R)-2-methylpyrrolidin-3-yl)-6-(trifluoromethyl)quinazolin-4-amine C[C@H]1NCC[C@H]1NC1=NC=NC2=CC=C(C=C12)C(F)(F)F